C1(CC1)NC1=NC(=NC=C1C(=O)N)NC1=CC=C(C=C1)N1CCN(CC1)S(=O)(=O)CC 4-(cyclopropylamino)-2-((4-(4-(ethanesulfonyl)piperazin-1-yl)phenyl)amino)pyrimidine-5-carboxamide